benzo[d][1,3]dioxol-5-yl-phosphonic acid diethyl ester C(C)OP(OCC)(=O)C1=CC2=C(OCO2)C=C1